[4-(6-bromo-5-methoxy-1,3-benzothiazol-2-yl)cyclohexyl]Methanol BrC1=CC2=C(N=C(S2)C2CCC(CC2)CO)C=C1OC